(+)-sucrose C([C@@H]1[C@H]([C@@H]([C@H]([C@H](O1)O[C@]2([C@H]([C@@H]([C@H](O2)CO)O)O)CO)O)O)O)O